BrC1=CC=C(C(=N1)NC(=O)[C@H]1NC2CC2(C1)CN1CCCC1)C (3S)-N-(6-Bromo-3-methylpyridin-2-yl)-5-(pyrrolidin-1-ylmethyl)-2-azabicyclo[3.1.0]hexane-3-carboxamide